ClCC=1C=CC(=NC1)N1C(NC(CC1)=O)=O 1-(5-(Chloromethyl)pyridin-2-yl)dihydropyrimidine-2,4(1H,3H)-dione